(5-chlorobenzofuran-2-carboxamido)piperidine-4-carboxylic acid ClC=1C=CC2=C(C=C(O2)C(=O)NN2CCC(CC2)C(=O)O)C1